4-Benzylthiomethyl-1,8-bis-benzylthio-3,6-dithiaoctane C(C1=CC=CC=C1)SCC(SCCSCC1=CC=CC=C1)CSCCSCC1=CC=CC=C1